CN1C(CNCC1=O)C(=O)NC1=CC(=CC=2CCOC21)OC2=CC=C(C=C2)C(F)(F)F 1-methyl-6-oxo-N-(5-(4-(trifluoromethyl)phenoxy)-2,3-di-hydrobenzofuran-7-yl)piperazine-2-carboxamide